(S)-5-(2-(sec-butylamino)-7H-pyrrolo[2,3-d]pyrimidin-5-yl)-N-(1-methylpiperidin-4-yl)pyrazolo[1,5-a]pyridine-3-carboxamide [C@H](C)(CC)NC=1N=CC2=C(N1)NC=C2C2=CC=1N(C=C2)N=CC1C(=O)NC1CCN(CC1)C